6-(2-chloropyridin-4-ylmethyl)-5-methylquinoline-8-carboxylic acid ClC1=NC=CC(=C1)CC=1C(=C2C=CC=NC2=C(C1)C(=O)O)C